methyl 2-(3-amino-6-chloropyridine-2-sulfonamido)acetate NC=1C(=NC(=CC1)Cl)S(=O)(=O)NCC(=O)OC